C(C)(C)C=1C2=C(NC1C=1C=C(C=3N(C1)N=CN3)OC)C=C(S2)C2CCNCC2 6-Isopropyl-5-(8-methoxy-[1,2,4]triazolo[1,5-a]pyridin-6-yl)-2-(piperidin-4-yl)-4H-thieno[3,2-b]pyrrole